Methyl-4-bromofuran-2-carboxylat COC(=O)C=1OC=C(C1)Br